1-(cyclopropylimino)-2-methyl-2-(2-(2-methyl-1H-benzo[d]imidazol-1-yl)-6-((R)-3-methylmorpholino)-pyrimidin-4-yl)tetrahydro-1H-1λ6-thiophene 1-oxide C1(CC1)N=S1(C(CCC1)(C1=NC(=NC(=C1)N1[C@@H](COCC1)C)N1C(=NC2=C1C=CC=C2)C)C)=O